methyl 4-(4-aminothiazol-2-yl)-2-methoxybenzoate NC=1N=C(SC1)C1=CC(=C(C(=O)OC)C=C1)OC